C(C1=CC=CC=C1)(C1=CC=CC=C1)(C1=CC=CC=C1)N1N=C(C=2C=NC(=CC21)NC(C)=O)C=C N-(1-trityl-3-vinyl-1H-pyrazolo[4,3-c]pyridin-6-yl)acetamide